C(C)(C)(C)OC(=O)N1CC2(C1)CCC(CC2)C2=C(C(=CC(=C2)F)Br)F.CN(C=O)C dimethyl-formamide tert-Butyl-7-(3-bromo-2,5-difluorophenyl)-2-azaspiro[3.5]nonane-2-carboxylate